FC(OC1=NC=C(C(=O)NCC2=C(C=CC3=C2N(C(=N3)C)C)OC)C=C1F)F 6-(difluoromethoxy)-5-fluoro-N-((6-methoxy-1,2-dimethyl-1H-benzimidazol-7-yl)methyl)nicotinamide